OC(C)(C)C1=CC=C(C(=O)N)C=C1 4-(2-hydroxy-propan-2-yl)benzamide